C(C=C)(=O)O.C(C=C)(=O)O.C(C=C)(=O)O.OCC(CC)(CO)CO 1,1,1-tris(hydroxymethyl)-propane triacrylate